CN1N=CC=C1C=1C(NNC(C1)=O)=O 4-(1-methyl-1H-pyrazol-5-yl)-1,2-dihydropyridazine-3,6-dione